6-bromo-N,N-dimethyl-1H-indole-1-carboxamide BrC1=CC=C2C=CN(C2=C1)C(=O)N(C)C